C(C)(C)N1C2=NC(=NC(=C2N=C1)NCC1=C(C=CC=C1)N1N=CC=C1)NC(=O)C1CCN(CC1)C(=O)OC(C)(C)C tert-butyl 4-[[9-isopropyl-6-[(2-pyrazol-1-ylphenyl)methylamino]purin-2-yl]carbamoyl]piperidine-1-carboxylate